OCCNCC(C(C(C(CO)O)O)O)O 6-(2-hydroxyethylamino)hexane-1,2,3,4,5-pentol